4-(5-(2-phenylpyrimidin-4-yl)-2-(tetrahydrofuran-2-yl)pyrazolo[1,5-a]pyrimidin-7-yl)morpholine C1(=CC=CC=C1)C1=NC=CC(=N1)C1=NC=2N(C(=C1)N1CCOCC1)N=C(C2)C2OCCC2